N[C@](C(=O)O)(CC1=C(C=C(C=C1)B(O)O)SC)C (S)-2-amino-3-(4-borono-2-(methylthio)phenyl)-2-methylpropanoic acid